N-hydroxyphenyl-5-norbornene-2,3-dicarboximide ON1C(=O)C2C3(C=CC(C2C1=O)C3)C3=CC=CC=C3